Z-Butylacetate C(CCC)CC(=O)[O-]